[K].C1(=CC=CC2=CC=CC=C12)O naphthol, potassium salt